C(#N)N1C2(COC2)C[C@@H](C1)NC(=O)C1=NNC(=C1)C1=C(C=CC=C1)OC1=CC=CC=C1 (S)-N-(5-Cyano-2-oxa-5-azaspiro[3.4]octan-7-yl)-5-(2-phenoxyphenyl)-1H-pyrazol-3-carboxamid